(R)-N-(3-(1-((2-amino-5-chloropyridin-3-yl)oxy)ethyl)phenyl)-1-methyl-1H-indole-6-carboxamide NC1=NC=C(C=C1O[C@H](C)C=1C=C(C=CC1)NC(=O)C1=CC=C2C=CN(C2=C1)C)Cl